5-[5-[(5-fluoro-2,3-dihydrobenzofuran-4-yl)methylamino]pyrido[3,4-d]pyridazin-8-yl]-1-methyl-pyrazole-3-carbonitrile FC=1C=CC2=C(CCO2)C1CNC1=NC=C(C=2C1=CN=NC2)C2=CC(=NN2C)C#N